C(C)(C)(C)OC1=NC=C(C(=N1)OC(C)(C)C)C=1C=C2C(=NN1)N(N=C2O)C 5-(2,4-di-tert-butoxypyrimidin-5-yl)-1-methyl-1H-pyrazolo[3,4-c]pyridazin-3-ol